C(C)N1C=2C=NC(=NC2N([C@](C1=O)(C)CC)CC)NCC=1C=NN(C1)CC1=CC(=C(C(=C1)F)F)F (7R)-5,7,8-triethyl-7-methyl-2-(((1-(3,4,5-trifluorobenzyl)-1H-pyrazol-4-yl)methyl)amino)-7,8-dihydropteridin-6(5H)-one